2-(2,7-dimethyl-2H-pyrazolo[3,4-c]pyridin-5-yl)-7-(1,2,3,6-tetrahydropyridin-4-yl)-4H-pyrido[1,2-a]pyrimidin-4-one hydrochloride Cl.CN1N=C2C(=NC(=CC2=C1)C=1N=C2N(C(C1)=O)C=C(C=C2)C=2CCNCC2)C